NC1=CC=CC(=N1)S(=O)(=O)NC(=O)C=1C(=NC(=CC1)C(C)(C)C)OC1CCC1 N-[(6-Amino-2-pyridyl)sulfonyl]-6-tert-butyl-2-(cyclobutoxy)pyridin-3-carboxamid